CNS(=O)(=O)CCNC1=C(C=C(C=C1)C1=CC=CC=C1)C1=NN(C=C1)CC=1C=NC=CC1 N-methyl-2-((3-(1-(pyridin-3-ylmethyl)-1H-pyrazol-3-yl)-[1,1'-biphenyl]-4-yl)amino)ethane-1-sulfonamide